4-(((4-methoxyphenyl)sulfonyl)methyl)aniline COC1=CC=C(C=C1)S(=O)(=O)CC1=CC=C(N)C=C1